ClC1=C(C=CC=C1C1C(NC(CC1)=O)=O)C1=CC=C(C=C1)N1C2(CC2)CCN(C1=O)C 3-(2-chloro-4'-(6-methyl-5-oxo-4,6-diazaspiro[2.5]octan-4-yl)-[1,1'-biphenyl]-3-yl)piperidine-2,6-dione